ClC1=CC=C(C=C1)C1(CC(C1)/C(=N/O)/N)F (Z)-3-(4-chlorophenyl)-3-fluoro-N'-hydroxycyclobutaneformamidine